10-Camphorsulfonic acid sodium salt [Na+].C12(C(=O)CC(CC1)C2(C)C)CS(=O)(=O)[O-]